4-(4-Fluorophenyl)-2-methoxy-6-(pyridin-4-yl)pyridine-3-carbonitrile FC1=CC=C(C=C1)C1=C(C(=NC(=C1)C1=CC=NC=C1)OC)C#N